(2R,3S,5R)-5-(6-((tert-butoxycarbonyl)amino)-2-fluoro-9H-purin-9-yl)-2-ethynyl-2-(((4-methylbenzoyl)oxy)methyl)tetrahydrofuran-3-yl 4-methylbenzoate CC1=CC=C(C(=O)O[C@@H]2[C@](O[C@H](C2)N2C3=NC(=NC(=C3N=C2)NC(=O)OC(C)(C)C)F)(COC(C2=CC=C(C=C2)C)=O)C#C)C=C1